COC(=O)CCCCCCCCCCCOC=1C2=CC=CC=C2C(=C2C=CC=CC12)OCCCCCCCCCCCC(=O)OC 9,10-bis(methoxycarbonylundecyleneoxy)anthracene